2-pentyl-1-cyclopentanone C(CCCC)C1C(CCC1)=O